2,2-difluoroethyl 6-((3-(methylcarbamoyl)-7-(trifluoromethyl) thieno[3,2-b]pyridin-5-yl) oxy)-2-azaspiro[3.3]heptane-2-carboxylate CNC(=O)C1=CSC=2C1=NC(=CC2C(F)(F)F)OC2CC1(CN(C1)C(=O)OCC(F)F)C2